4-(3-(4-(2,2,2-trifluoroacetyl)piperazin-1-yl)oxetan-3-yl)benzenesulfonyl chloride FC(C(=O)N1CCN(CC1)C1(COC1)C1=CC=C(C=C1)S(=O)(=O)Cl)(F)F